C(C)OC1=CC(=NC=C1C#N)[C@H](C)N1C(C2=CC(=CC(=C2C2(C1)CCC2)COC)CN2C(=NC=C2)NC)=O (S)-4-ethoxy-6-(1-(5'-(methoxymethyl)-7'-((2-(methylamino)-1H-imidazol-1-yl)Methyl)-1'-oxo-1'H-spiro[cyclobutane-1,4'-isoquinoline]-2'(3'H)-yl)ethyl)nicotinonitrile